6-[(3-chloro-2-fluorophenyl)methyl]-1-[(2S)-1-hydroxy-3-methylbutan-2-yl]-7-methoxy-4-oxoquinoline-3-carboxylic acid ClC=1C(=C(C=CC1)CC=1C=C2C(C(=CN(C2=CC1OC)[C@H](CO)C(C)C)C(=O)O)=O)F